N1=C(C=CC=C1)C(O)C1=CC=C(C=C1)C(F)(F)F 2-pyridyl-[4-(trifluoromethyl)phenyl]methanol